C(#C)C1CC12CN(CCC2)C(=O)OC(C)(C)C tertbutyl 1-ethynyl-5-azaspiro[2.5]octane-5-carboxylate